BrC=1C(=C(C=CC1)NC(=O)[C@H]1NC[C@@H](C1)F)Cl (2S,4R)-N-(3-bromo-2-chlorophenyl)-4-fluoropyrrolidine-2-carboxamide